(S)-6-Methyl-N-((S)-1-(5-(2-(oxazol-2-yl)chinolin-6-yl)-1H-imidazol-2-yl)-7-oxononyl)-6-azaspiro[2.5]octan-1-carboxamid CN1CCC2(C[C@@H]2C(=O)N[C@@H](CCCCCC(CC)=O)C=2NC(=CN2)C=2C=C3C=CC(=NC3=CC2)C=2OC=CN2)CC1